(3'S,4'S)-3'-(3,4-dihydroxybenzoyl)-4'-(2,5-dimethoxyphenyl)-1',5-dimethylspiro[indoline-3,2'-pyrrolidin]-2-one OC=1C=C(C(=O)[C@@H]2C3(N(C[C@@H]2C2=C(C=CC(=C2)OC)OC)C)C(NC2=CC=C(C=C23)C)=O)C=CC1O